C1(CC1)N(C1=C2N=CN(C2=NC=N1)CC1C(CN(CC1)CC(=O)N)O)CC1=CC=C(C=C1)C(F)(F)F 2-(4-((6-(cyclopropyl(4-(trifluoromethyl)benzyl)amino)-9H-purin-9-yl)methyl)-3-hydroxypiperidin-1-yl)acetamide